C(C)(C)(C)OC(=O)N1CC(C1)N1N=C2C=C(C=C(C2=C1)C=1SC(=CN1)C)C(=O)O 2-(1-(tert-Butoxycarbonyl)azetidin-3-yl)-4-(5-methylthiazol-2-yl)-2H-indazole-6-carboxylic acid